ClC=1C=C2C(OCCC=3C=CC(=CC3C=3C(=CC(=C(NS(C(C1OC)=C2)(=O)=O)C3)OC)F)F)=O 14-chloro-4,22-difluoro-15,20-dimethoxy-17,17-dioxo-10-oxa-17λ6-thia-18-azatetracyclo[17.3.1.112,16.02,7]tetracosa-1(23),2(7),3,5,12,14,16(24),19,21-nonaen-11-one